CC1=C2CC[C@@]3(CCCC(=C)[C@H]3C[C@@H](C2(C)C)CC1)C taxa-4(20),11-diene